N-(2-aminoethyl)-4-(4-(hydroxymethyl)-2-methoxy-5-nitrosophenoxy)butanamide NCCNC(CCCOC1=C(C=C(C(=C1)N=O)CO)OC)=O